acrylamide chloride hydrochloride Cl.[Cl-].C(C=C)(=O)N